methyl 2-(4-chlorophenyl)-3-cyanopropionate ClC1=CC=C(C=C1)C(C(=O)OC)CC#N